2-(4-fluorobenzyl)-3-azabicyclo[3.1.0]hexane FC1=CC=C(CC2C3CC3CN2)C=C1